CNC1=NC=C(C2=CC(=NC=C12)NC1=NC=CC=C1)C1=NN2C(C=CC(=C2)N2C[C@H](OCC2)C)=N1 (R)-N1-methyl-4-(6-(2-methylmorpholino)-[1,2,4]triazolo[1,5-a]pyridin-2-yl)-N6-(pyridin-2-yl)-2,7-naphthyridine-1,6-diamine